COC(=O)C1=CC(=NS1)C=1C=NC(=C(C1)F)N1CCC(CC1)(F)F 3-[6-(4,4-Difluoropiperidin-1-yl)-5-fluoropyridin-3-yl]-1,2-thiazole-5-carboxylic acid methyl ester